C(C)(C)N(C(=O)C1=C(C=CC(=C1)F)N1C=C(C=2C1=CN=CC2)C2CN(CCC2)C(=O)OC(C)(C)C)C(C)C tert-butyl 3-(1-(2-(diisopropyl-carbamoyl)-4-fluorophenyl)-1H-pyrrolo[2,3-c]pyridin-3-yl)piperidine-1-carboxylate